C(C)(C)(C)OC(=O)N1C(C2=CC=CC=C2CC1)C(=O)O 2-(tert-butoxycarbonyl)-1,2,3,4-tetrahydroisoquinoline-1-carboxylic acid